FC(OC1=CC(=NC=C1)O[C@@H]1C(CN(C1)C1=CC(=NC(=N1)C)C=1C(NC(NC1)=O)=O)(F)F)F (S)-6-(4-((4-(difluoromethoxy)pyridin-2-yl)oxy)-3,3-difluoropyrrolidin-1-yl)-2-methyl-[4,5'-bipyrimidine]-2',4'(1'H,3'H)-dione